(6S)-6-methoxy-N-(((S)-3-methyl-1,2,3,5,6,7-hexahydro-s-indacen-4-yl)carbamoyl)-6,7-dihydro-5H-pyrazolo[5,1-b][1,3]oxazine-3-sulfonimidamide CO[C@H]1CN2C(OC1)=C(C=N2)S(=O)(NC(NC2=C1[C@H](CCC1=CC=1CCCC21)C)=O)=N